3-nitrobenzylamine hydrobromide Br.[N+](=O)([O-])C=1C=C(CN)C=CC1